(2,6-difluorophenyl)boronic acid FC1=C(C(=CC=C1)F)B(O)O